ClC=1C(=NN(C1)C(=O)N1CC2C(C1)CC(C2)N(C)CC2=C(C=CC=C2)Cl)C(=O)N 4-chloro-1-(trans-5-((2-chlorobenzyl)(methyl)amino)octahydrocyclopenta[c]pyrrole-2-carbonyl)-1H-pyrazole-3-carboxamide